1-(2,6-dichlorophenyl)-4-((4-(1-(oxetan-3-yl)-4-(trifluoromethyl)-1H-imidazol-2-yl)phenyl)amino)-1H-pyrazole-3-carboxamide ClC1=C(C(=CC=C1)Cl)N1N=C(C(=C1)NC1=CC=C(C=C1)C=1N(C=C(N1)C(F)(F)F)C1COC1)C(=O)N